C(C)[Pb](CC)(CC)CC Tetra-Ethyl-Lead